FC1CC(CS1(=O)=O)C 5-fluoro-3-(methyl)sulfolane